FC(C)(F)C1=NC(=CC(=N1)NC1=CC(=NC=C1OCC)CC(=O)N)C (4-((2-(1,1-difluoroethyl)-6-methylpyrimidin-4-yl)amino)-5-ethoxypyridin-2-yl)acetamide